(S)-quinuclidin-3-yl (6-(2,4-dimethoxyphenyl)-2,2-dimethyl-1,2,3,4-tetrahydronaphthalen-1-yl)carbamate COC1=C(C=CC(=C1)OC)C=1C=C2CCC(C(C2=CC1)NC(O[C@@H]1CN2CCC1CC2)=O)(C)C